O=C([C@H](CC1=CC=CC=C1)NC(O[C@H](C(F)(F)C1=CC(=CC=C1)Cl)C1=CC=CC=C1)=O)N[C@H](C=O)C[C@H]1C(NCC1)=O (S)-2-(3-chlorophenyl)-2,2-difluoro-1-phenylethyl ((S)-1-oxo-1-(((S)-1-oxo-3-((S)-2-oxopyrrolidin-3-yl)propan-2-yl)amino)-3-phenylpropan-2-yl)carbamate